N-[(S)-1-(5-cyano-3-fluoro-2-hydroxyphenyl)ethyl]-4-[(S)-5-methyl-1,4-diazepan-1-yl]-8-cyclopropyl-6-methyl-1,7-diaza-3-naphthamide C(#N)C=1C=C(C(=C(C1)[C@H](C)NC(=O)C=1C=NC2=C(N=C(C=C2C1N1CCN[C@H](CC1)C)C)C1CC1)O)F